ClC1=CC=CC2=C1C(=CC1=C(N=C3C=CC=CC3=C21)C(F)(F)F)C2=CC(=CC=C2)Cl 9-Chloro-8-(3-chlorophenyl)-6-(trifluoromethyl)benzo[k]phenanthridine